6-(2-methoxyphenyl)-8-methyl-N-[4-(morpholin-4-yl)phenyl]-5-oxo-5,6-dihydroimidazo[1,2-c]pyrimidine-3-carboxamide COC1=C(C=CC=C1)N1C(N2C(C(=C1)C)=NC=C2C(=O)NC2=CC=C(C=C2)N2CCOCC2)=O